(E)-4-methyl-5-(p-tolyl)pent-4-en-1-ol C/C(/CCCO)=C\C1=CC=C(C=C1)C